[Li+].CC(CC(=O)[O-])C 2-methylpropanecarboxylate lithium